C12(CCC(CC1)C2)C(=O)[O-] bicyclo(2.2.1)heptanecarboxylate